ClC1=CC=C(C=C1)[C@@H](NC(=O)[C@H]1NC(NC1)=O)[C@@H]1CC(N(CC1)CC(F)(F)F)(C)C (4S)-N-((S)-(4-chlorophenyl)((S)-2,2-dimethyl-1-(2,2,2-trifluoroethyl)piperidin-4-yl)methyl)-2-oxoimidazolidine-4-carboxamide